[Si](C)(C)(C(C)(C)C)OCCC(C)N1C(=CC2=C(C(=CC=C12)C=O)C)C#N 1-(3-{[tert-Butyl(dimethyl)silyl]oxy}-1-methylpropyl)-5-formyl-4-methyl-1H-indole-2-carbonitrile